CC(CCC)C1=NC=CC2=CC=CC=C12 1-(pent-2-yl)isoquinoline